N1(C=NC=C1)CC(C)N1N=CC(=C1)C=1C2=C(N=CN1)NC=C2 4-{1-[2-(1H-imidazol-1-yl)-1-methylethyl]-1H-pyrazol-4-yl}-7H-pyrrolo[2,3-d]pyrimidine